cyclopropylpiperidin C1(CC1)N1CCCCC1